1-((4-((3-chloro-4-fluorophenyl)(4-nitrobenzyl)amino)-7-methoxyquinazolin-6-yl)oxy)-N-(2-(2,6-dioxopiperidin-3-yl)-1,3-dioxaindolin-4-yl)-3,6,9,12-tetraoxapentadecane-15-amide ClC=1C=C(C=CC1F)N(C1=NC=NC2=CC(=C(C=C12)OCCOCCOCCOCCOCCC(=O)NC1=C2OC(OC2=CC=C1)C1C(NC(CC1)=O)=O)OC)CC1=CC=C(C=C1)[N+](=O)[O-]